C(C1=CC=CC=C1)OC(=O)C=1C(=NN2C1OCCC2)C2=C(C=C(C=C2)S(=O)C)F 2-(2-fluoro-4-methylsulfinylphenyl)-6,7-dihydro-5H-pyrazolo[5,1-b][1,3]oxazine-3-carboxylic acid benzyl ester